C(C)OC=1C=C2C(=CC(NC2=CC1)(C)C)C 6-Ethoxy-2,2,4-trimethyl-1,2-dihydroquinoline